Br\C(=C/C=O)\C1=CC=C(C=C1)Br (Z)-3-bromo-3-(4-bromophenyl)acrolein